OC(C)C=1C=[13C]2CCCC[13C]2=CC1 6-(1-hydroxyethyl)-1,2,3,4-tetrahydronaphthalene-4a,8a-13C2